COC1=CC(=C2C=CC=NC2=C1)C1(C(C1([2H])[2H])([2H])[2H])NC(C1=C(C=CC(=C1)OC[C@H]1N(CC1)C)C)=O (S)-N-(1-(7-Methoxyquinolin-5-yl)cyclopropyl-2,2,3,3-d4)-2-methyl-5-((1-methylazetidin-2-yl)methoxy)benzamide